tert-Butyl N-[(1S,2R)-2-({3-[4-(3-{[(1S,2R)-1-{[(tert-butoxy)carbonyl]amino}-2,3-dihydro-1H-inden-2-yl]oxy}prop-1-yn-1-yl)phenyl]prop-2-ynyl}oxy)-2,3-dihydro-1H-inden-1-yl]carbamate C(C)(C)(C)OC(=O)N[C@@H]1[C@@H](CC2=CC=CC=C12)OCC#CC1=CC=C(C=C1)C#CCO[C@H]1[C@H](C2=CC=CC=C2C1)NC(OC(C)(C)C)=O